ClC1=C(C=CC(=C1)Cl)S(=O)(=O)N1C[C@@]([C@H](C1)S(=O)(=O)C1=CC(=C(C=C1)F)F)(O)CO (3r,4s)-1-((2,4-dichlorophenyl)sulfonyl)-4-((3,4-difluorophenyl)sulfonyl)-3-(hydroxymethyl)pyrrolidin-3-ol